(6-bromo-3-(2-chloro-5-fluorophenyl)-1-oxoisoindolin-4-yl)-5-fluoro-3-oxoindoline-1-carboxamide BrC1=CC(=C2C(NC(C2=C1)=O)C1=C(C=CC(=C1)F)Cl)C1N(C2=CC=C(C=C2C1=O)F)C(=O)N